(4,6-Dichloropyridin-3-yl)methanol ClC1=C(C=NC(=C1)Cl)CO